(S)-N-(5-(1H-indazol-7-yl)thiazol-2-yl)-1-cyanopyrrolidine-3-carboxamide N1N=CC2=CC=CC(=C12)C1=CN=C(S1)NC(=O)[C@@H]1CN(CC1)C#N